(3aS,4S,6aS)-2,2-Dimethyl-6-oxotetrahydro-4H-[1,3]dioxolo[4,5-c]pyrrole-4-carboxylic acid CC1(O[C@@H]2[C@@H](C(N[C@@H]2C(=O)O)=O)O1)C